(R)-2-amino-3-(5-methoxy-1H-indol-3-yl)propanoic acid N[C@@H](C(=O)O)CC1=CNC2=CC=C(C=C12)OC